METHYLCITRAL CCC(C)=CCCC(C)=CC=O